3-[4-(piperidin-4-yl)phenyl]piperidine-2,6-dione N1CCC(CC1)C1=CC=C(C=C1)C1C(NC(CC1)=O)=O